1-(1-(hydroxymethyl)-7-azabicyclo[2.2.1]hept-7-yl)prop-2-en-1-one OCC12CCC(CC1)N2C(C=C)=O